4-isobutyl-2,6-dioxopiperidine C(C(C)C)C1CC(NC(C1)=O)=O